4-((4-(2-Isopropyl-2H-tetrazol-5-yl)pyridin-2-yl)((4-(4-methoxy-3-methylphenyl)bicyclo[2.2.2]octan-1-yl)methyl)carbamoyl)cyclohexyl trans-3-hydroxyazetidine-1-carboxylate OC1CN(C1)C(=O)OC1CCC(CC1)C(N(CC12CCC(CC1)(CC2)C2=CC(=C(C=C2)OC)C)C2=NC=CC(=C2)C=2N=NN(N2)C(C)C)=O